NC1=C(C=C(C=C1N1CCN(CC1)C(C(C)C)=O)Br)NC1=NN=C(S1)C(=O)OCC ethyl 5-({2-amino-5-bromo-3-[4-(2-methylpropanoyl)piperazin-1-yl]phenyl} amino)-1,3,4-thiadiazole-2-carboxylate